ethyl 3-(3-fluorophenyl)-1,2,4-trimethylazetidine-3-carboxylate FC=1C=C(C=CC1)C1(C(N(C1C)C)C)C(=O)OCC